ClC1=C(C=CC(=C1)C(=O)N1CC2=C(CC1)C=1C=CC(=C(C1OC2=O)C)N2CCN(CC2)C)NS(=O)(=O)C2CC2 N-(2-chloro-4-{[7-methyl-8-(4-methylpiperazin-1-yl)-5-oxo-1,5-dihydro-2H-chromeno[3,4-c]pyridin-3(4H)-yl]carbonyl}phenyl)cyclopropanesulfonamide